C[C@@]12[C@@H]([C@@H](C[C@H]1[C@@H]1CCC=3C=C(C=CC3[C@H]1CC2)O)O)O (8R,9S,13S,14S,16R,17S)-13-Methyl-6,7,8,9,11,12,14,15,16,17-decahydrocyclopenta[a]phenanthrene-3,16,17-triol